ClC1=C(C=CC(=C1)C(F)(F)F)N1CCC(CC1)(C(=O)NCCN(C)C)C=1C=NC(=C(C1)F)C1=C(C=CC=C1)OCC 1-[2-chloro-4-(trifluoromethyl)phenyl]-N-[2-(dimethylamino)ethyl]-4-[6-(2-ethoxyphenyl)-5-fluoropyridin-3-yl]piperidine-4-carboxamide